FC(C=1C(=C(C=CC1)[C@@H](C)NC1=NC(=NC2=C3C(=C(C=C12)C1(CCN(CC1)C(=O)[C@H]1COCC1)O)OCC3)C)F)F (4-(4-(((R)-1-(3-(difluoromethyl)-2-fluorophenyl)ethyl)amino)-2-methyl-8,9-dihydrofuro[2,3-h]quinazolin-6-yl)-4-hydroxypiperidin-1-yl)((R)-tetrahydrofuran-3-yl)methanone